CN1CCN(CC1)C(=O)C=1C=CC(=NC1)C=1C=C(C2=C(C=CO2)C1)C(F)(F)F 5-(5-(4-methyl-piperazine-1-carbonyl)pyridin-2-yl)-7-(trifluoro-methyl)benzofuran